[Cl-].Cl.NCCCC=1C=CC2=C(N(C=[N+]2CC)CC)C1 6-(3-aminopropyl)-1,3-diethyl-1H-1,3-benzodiazole-3-ium hydrochloride chloride